5-[(dimethylamino)methyl]-N-[4-[[7-morpholino-3-(2-trimethylsilylethoxymethoxy)-1,6-naphthyridin-5-yl]oxy]cyclohexyl]pyrimidin-2-amine CN(C)CC=1C=NC(=NC1)NC1CCC(CC1)OC1=C2C=C(C=NC2=CC(=N1)N1CCOCC1)OCOCC[Si](C)(C)C